N=1C(=CN2C1C=CC=C2)CNCC=2NC1=CC(=CC=C1C2)CNC(=O)C=2N=C1N(C(C2)=O)C=CC=C1 N-[(2-{[({imidazo[1,2-a]pyridin-2-yl}methyl)amino]methyl}-1H-indol-6-yl)methyl]-4-oxo-4H-pyrido[1,2-a]pyrimidine-2-carboxamide